Cl.Cl.[C@@H]12NCCN[C@H]2CC1 (1R,6S)-2,5-diazabicyclo[4.2.0]octane dihydrochloride